4-methyl-6-oxopyrimidine-5-carboxamide CC=1N=CNC(C1C(=O)N)=O